FC1=CC=C2C(=CNC2=C1C1=NC=CC=N1)S(=O)(=O)NC1=NC(=C(C(=N1)OC)OCCF)OC 6-fluoro-N-[5-(2-fluoroethoxy)-4,6-dimethoxy-pyrimidin-2-yl]-7-(2-pyrimidyl)-1H-indole-3-sulfonamide